ClC1=C(C=CC=C1OC)C(=O)N1C[C@H]2CO[C@@H](CN2CC1)C1=CC(=C(C=C1)C1=CN=CO1)Cl (2-chloro-3-methoxyphenyl)((3R,9aS)-3-(3-chloro-4-(oxazol-5-yl)phenyl)hexahydropyrazino[2,1-c][1,4]oxazin-8(1H)-yl)methanone